O=C1N(N=C(C2=CC=CC=C12)C(F)(F)F)NC(CC1(CC1)C1=CC=CC=C1)=O N-[1-oxo-4-(trifluoromethyl)phthalazin-2(1H)-yl]-2-(1-phenylcyclopropyl)acetamide